tert-butyl 5-amino-4-(6-(hydroxymethyl)-1-oxo-7-(3-phenylpropoxy) isoindolin-2-yl)-5-oxopentanoate NC(C(CCC(=O)OC(C)(C)C)N1C(C2=C(C(=CC=C2C1)CO)OCCCC1=CC=CC=C1)=O)=O